[Cr](=O)(=O)([O-])[O-].[Cl-].[NH+]1=CC=CC=C1.[NH+]1=CC=CC=C1.[NH+]1=CC=CC=C1 Pyridinium chloride (Chromate)